P(=O)(OC[C@H]1O[C@H]([C@@H]([C@@H]1O)O)[N+]1=CC(=CC=C1)C(=O)SC1=CC=CC=C1)(O)[O-] ((2R,3S,4R,5R)-3,4-dihydroxy-5-(3-((phenylthio)carbonyl)pyridin-1-ium-1-yl)tetrahydrofuran-2-yl)methyl hydrogen phosphate